trifluorobenzidine FNC1=C(C(=C(C=C1)C1=CC=C(N)C=C1)F)F